C(CCCCCCCCCCCC=CCCCCCC)(=O)OCCCCCCCCCCCCCCCCCCCCCCCCCCCCCCC(CC)C 31-methyltritriacontyl eicos-13-enoate